C(OC1(CCCCC1)C)(OC(CCCC(N1C(SCC1)=S)=O)CCCCCCC)=O methylcyclohexyl (1-oxo-1-(2-thioxothiazolidin-3-yl)dodecan-5-yl) carbonate